tert-butyl 4-(2-chloro-7-(3-(methoxymethoxy)naphthalen-1-yl)pyrido[4,3-d]pyrimidin-4-yl)piperazine-1-carboxylate ClC=1N=C(C2=C(N1)C=C(N=C2)C2=CC(=CC1=CC=CC=C21)OCOC)N2CCN(CC2)C(=O)OC(C)(C)C